S1C=CC2=C1C(OCC21CC1)C(C)C 2-(5'H,7'H-spiro[cyclopropane-1,4'-thieno[2,3-c]pyran]-7'-yl)propane